C(C)(=O)C1=C(C2=C(N=C(N=C2)NC2=CC=C(C=N2)N2CCN(CC2)CC=2C=C3CN(C(C3=CC2)=O)C2CNCCC2)N(C1=O)C1CCCC1)C 3-(5-((4-(6-((6-acetyl-8-cyclopentyl-5-methyl-7-oxo-7,8-dihydropyrido[2,3-d]pyrimidin-2-yl)amino)pyridin-3-yl)piperazin-1-yl)methyl)-1-oxoisoindoline-2-yl)piperidine